Magnesium malonat C(CC(=O)[O-])(=O)[O-].[Mg+2]